C(C)(C)(C)OC(NC=1C=C(C2=C(N(C=N2)C)C1)C1=C(C=C(C=C1)OC(F)(F)F)F)=O (4-(2-fluoro-4-(trifluoromethoxy)phenyl)-1-methyl-1H-benzo[d]imidazol-6-yl)carbamic acid tert-butyl ester